2-chloro-N-(1-cyanocyclopropyl)-5-[1-[2,4-dimethyl-5-(1,1,2-trifluoropropoxy)pyrazol-3-yl]pyrazol-4-yl]-3-fluoro-benzamide ClC1=C(C(=O)NC2(CC2)C#N)C=C(C=C1F)C=1C=NN(C1)C=1N(N=C(C1C)OC(C(C)F)(F)F)C